1-(tert-butyl) 2-(1-ethoxy-3-(4-(ethoxycarbonyl)phenyl)-1,3-dioxopropan-2-yl)(2S)-pyrrolidine-1,2-dicarboxylate C(C)OC(C(C(=O)C1=CC=C(C=C1)C(=O)OCC)[C@]1(N(CCC1)C(=O)OC(C)(C)C)C(=O)[O-])=O